ClC1=C2C(=CNC2=C(C=C1)NS(=O)(=O)C=1C=NN(C1)C1(COC1)CO)C#N N-(4-chloro-3-cyano-1H-indol-7-yl)-1-[3-(hydroxymethyl)oxetan-3-yl]pyrazole-4-sulfonamide